(1S,3R,4S)-N-[(1S)-1-cyano-2-[(3S)-2-oxo-3-piperidyl]ethyl]-2-[(2S)-3-cyclopropyl-2-[(2,2,2-trifluoroacetyl)amino]propanoyl]-5,5-difluoro-2-azabicyclo[2.2.2]octane-3-carboxamide C(#N)[C@H](C[C@H]1C(NCCC1)=O)NC(=O)[C@@H]1N([C@@H]2CC([C@H]1CC2)(F)F)C([C@H](CC2CC2)NC(C(F)(F)F)=O)=O